N-[(2S)-1-aminopropan-2-yl]-4-[[3-[1-(2,2-difluoroethyl)-3-(trifluoromethyl)pyrazol-4-yl]imidazo[1,2-a]pyrazin-8-yl]amino]-2-ethylbenzamide NC[C@H](C)NC(C1=C(C=C(C=C1)NC=1C=2N(C=CN1)C(=CN2)C=2C(=NN(C2)CC(F)F)C(F)(F)F)CC)=O